1-(4-fluorobenzyl)-N-(1-(pyrrolidin-1-ylmethyl)cyclopropyl)cyclopropane-1-carboxamide FC1=CC=C(CC2(CC2)C(=O)NC2(CC2)CN2CCCC2)C=C1